6,7-dihydroindolizine-5-carboxamide C1=CCN2C(CCC=C12)C(=O)N